CC(C)(C)[S@@](=O)N[C@@H](C)C1=CC=C(C=C1)CN1CCN(CC1)C |&1:4| (RS)-2-methyl-N-((S)-1-(4-((4-methylpiperazin-1-yl)methyl)phenyl)ethyl)propane-2-sulfinamide